IC1=C2C(=CN=C1NC1C[C@@H]3CCC(C1)N3C)SC(=C2)C#N 4-iodo-5-[[(1S)-8-methyl-8-azabicyclo[3.2.1]octan-3-yl]amino]thieno[2,3-c]pyridine-2-carbonitrile